CN1[C@@H](CCC1)COC1=NC=2CCCCC2C(=N1)N1CCN(CC1)C(C=C)=O 1-[4-[2-[[(2S)-1-methylpyrrolidin-2-yl]methoxy]-5,6,7,8-tetrahydroquinazolin-4-yl]piperazin-1-yl]prop-2-en-1-one